tert-butyl 1-((5-(1,3,4-thiadiazol-2-yl)pyridin-2-yl)methyl)-2-cyclopropyl-2-(pyrimidin-2-yl)hydrazine-1-carboxylate S1C(=NN=C1)C=1C=CC(=NC1)CN(N(C1=NC=CC=N1)C1CC1)C(=O)OC(C)(C)C